C(C)(C)(C)OC(=O)N1CCC(CC1)C1=CN(C2=CC=C(C=C12)Cl)CCO 4-[5-chloro-1-(2-hydroxyethyl)indol-3-yl]piperidine-1-carboxylic acid tert-butyl ester